NC=1C=C(C=CC1OC1=C(C=CC(=C1)OC(F)(F)F)Br)C(C)=O 1-(3-amino-4-(2-bromo-5-(trifluoromethoxy)phenoxy)phenyl)ethanone